5-methyl-1-(3-methyloxetan-3-yl)-4-nitro-1H-pyrazol-3-ol CC1=C(C(=NN1C1(COC1)C)O)[N+](=O)[O-]